Ethyl (5S)-5-methyl-2-[6-(propan-2-ylamino)pyridin-3-yl]-6,7-dihydro-5H-pyrazolo[5,1-b][1,3]oxazine-3-carboxylate C[C@H]1CCN2C(O1)=C(C(=N2)C=2C=NC(=CC2)NC(C)C)C(=O)OCC